tert-butyl ((1-(4-((5-Cyclopropyl-1H-pyrazol-3-yl)amino)pyrimidin-2-yl)piperidin-4-yl)methyl)(methyl)carbamate C1(CC1)C1=CC(=NN1)NC1=NC(=NC=C1)N1CCC(CC1)CN(C(OC(C)(C)C)=O)C